2-(2-fluoroethoxy)phenol FCCOC1=C(C=CC=C1)O